(5S)-3-(6-bromo-2-pyridyl)-5-methyl-oxazolidin-2-one BrC1=CC=CC(=N1)N1C(O[C@H](C1)C)=O